C[C@H]1N(CCOC1)C1=CC(=C2C(=N1)C(=NS2)C2=CC=NN2C2OCCCC2)C(=O)OC methyl 5-[(3R)-3-methylmorpholin-4-yl]-3-[1-(oxan-2-yl)-1H-pyrazol-5-yl]-[1,2]thiazolo[4,5-b]pyridine-7-carboxylate